ClCC(C)OC(CCl)C (2-chloro-1-methylethyl) oxide